OC[C@H](C1=CC=CC=C1)NC1=CC(=NC=C1C1=NC(=NO1)C)NC1=CC=C2C(=N1)N(N(C2=O)CCC)C(C)C (S)-6-((4-((2-hydroxy-1-phenylethyl)amino)-5-(3-methyl-1,2,4-oxadiazol-5-yl)pyridin-2-yl)amino)-1-isopropyl-2-propyl-1,2-dihydro-3H-pyrazolo[3,4-b]pyridin-3-one